C(#N)C1(CC1)NS(=O)(=O)C1=CC=C2C3=C(N(C2=C1)C=1SC(=NN1)C(F)F)N=CN=C3SCCN3CCOCC3 N-(1-cyanocyclopropyl)-9-(5-(difluoromethyl)-1,3,4-thiadiazol-2-yl)-4-((2-morpholinoethyl)thio)-9H-pyrimido[4,5-b]indole-7-sulfonamide